BrC(=O)OCC(C)C 2-methylpropyl bromoformate